CC1=CC(=NC=C1C1=NC=C2C3=C(N=CC2=C1)NC=C3)C(CCC)O 1-(4-methyl-5-(7H-pyrrolo[2,3-c][2,6]naphthyridin-3-yl)pyridin-2-yl)butan-1-ol